3-(2-chloro-4'-(pyridin-2-ylmethyl)-[1,1'-biphenyl]-3-yl)piperidine-2,6-dione ClC1=C(C=CC=C1C1C(NC(CC1)=O)=O)C1=CC=C(C=C1)CC1=NC=CC=C1